C(C1=CC=CC=C1)OCCC(CC(S(=O)(=O)C1=CC=CC=C1)[Ge](C)(C)C)(C)C (5-(benzyloxy)-3,3-dimethyl-1-(phenylsulfonyl)pentyl)trimethylgermane